C(CCC)C1CCC(CC1)NC(C1=CC(=CC(=C1)NC(=O)C1CCC(CC1)C(C)(C)C)NC(=O)C1CCC(CC1)C(C)(C)C)=O N-(4-n-butylcyclohexyl)-3,5-bis-[4-tert-butylcyclohexylcarbonylamino]-benzamide